N-[(5-chlorothiophen-2-yl)methyl]-3-(1-methanesulfonylazepan-4-yl)-1-(1,3-thiazole-4-carbonyl)-1H-pyrazol-5-amine ClC1=CC=C(S1)CNC1=CC(=NN1C(=O)C=1N=CSC1)C1CCN(CCC1)S(=O)(=O)C